C(CCN)CCN The molecule is an alkane-alpha,omega-diamine comprising a straight-chain pentane core with amino substitutents at positions 1 and 5. A colourless syrupy liquid diamine with a distinctive unpleasant odour, it is a homologue of putresceine and is formed by the bacterial decarboxylation of lysine that occurs during protein hydrolysis during putrefaction of animal tissue. It is also found in plants such as soyabean. It has a role as a plant metabolite, a Daphnia magna metabolite, an Escherichia coli metabolite and a mouse metabolite. It is a conjugate base of a cadaverine(2+).